[Na].C(CCCCCCCC)C(CC)OC1=CC=CC=C1 nonylphenoxypropane sodium